C(C)(C)[C@H]1N=C([C@H](N=C1OC)CCC(C(F)(F)F)(C)C)OC (2R,5R)-2-isopropyl-3,6-dimethoxy-5-(4,4,4-trifluoro-3,3-dimethylbutyl)-2,5-dihydropyrazine